4-[[4,6-bis(octylthio)-1,3,5-triazin-2-yl]amino]-2,6-di-t-butylphenol C(CCCCCCC)SC1=NC(=NC(=N1)SCCCCCCCC)NC1=CC(=C(C(=C1)C(C)(C)C)O)C(C)(C)C